3,5-bis(t-butyl)-1-pyrazolate C(C)(C)(C)C1=NN(C(=C1)C(C)(C)C)C(=O)[O-]